BrC=1C=C(C=CC1)C(C=1N(C(NN1)=S)C)C1CC(C1)C(F)(F)F 5-((3-bromophenyl)(3-(trifluoromethyl)cyclobutyl)methyl)-4-methyl-2,4-dihydro-3H-1,2,4-triazole-3-thione